6-(3-Chloro-2-fluoro-6-(methylsulfinyl)phenyl)-pyrazine-2-carboxylic acid ClC=1C(=C(C(=CC1)S(=O)C)C1=CN=CC(=N1)C(=O)O)F